1-(4-phenylmercaptophenyl)-octane-1,2-dione 2-oxime C1(=CC=CC=C1)SC1=CC=C(C=C1)C(C(CCCCCC)=NO)=O